sulfate zinc-selenium [Se+2].[Zn+2].S(=O)(=O)([O-])[O-].S(=O)(=O)([O-])[O-]